(3R,3aR,6R,6aR)-6-((6-fluoro-5-(4'-(pyrrolidin-3-yloxy)-[1,1'-biphenyl]-4-yl)-1H-pyrrolo[3,2-b]pyridin-2-yl)oxy)hexahydrofuro[3,2-b]furan-3-ol FC=1C=C2C(=NC1C1=CC=C(C=C1)C1=CC=C(C=C1)OC1CNCC1)C=C(N2)O[C@@H]2CO[C@H]1[C@@H]2OC[C@H]1O